3-((1-((2,4-dimethyl-6-oxo-1,6-dihydropyrimidin-5-yl)methyl)-6-oxo-4-(perfluoroethyl)-1,6-dihydropyrimidin-5-yl)oxy)-2-fluorobenzonitrile CC=1NC(C(=C(N1)C)CN1C=NC(=C(C1=O)OC=1C(=C(C#N)C=CC1)F)C(C(F)(F)F)(F)F)=O